C(C=C)(=O)N1C[C@@H](N(CC1)C1=NC(N2C3=C(C(=C(C=C13)Cl)C1=C(C=C(C(=C1)Cl)F)F)SC[C@@H](C2)OC)=O)C (3R)-8-((S)-4-acryloyl-2-methylpiperazin-1-yl)-10-chloro-11-(5-chloro-2,4-difluorophenyl)-3-methoxy-3,4-dihydro-2H,6H-[1,4]thiazepino[2,3,4-ij]quinazolin-6-one